6-(((3aR,5s,6aS)-2-(3-fluorobenzyl)octahydrocyclopenta[c]pyrrol-5-yl)amino)pyridazin FC=1C=C(CN2C[C@@H]3[C@H](C2)CC(C3)NC3=CC=CN=N3)C=CC1